N[C@@H]1[C@H](C2CCC1CC2)C(=O)[O-] (2S,3S)-3-amino-bicyclo[2.2.2]octane-2-formate